C(C1=CC=CC=C1)O[C@@H]1[C@@]2(CO[C@]([C@@H]([C@H]1OCC1=CC=CC=C1)OCC1=CC=CC=C1)(O2)C2=CC(=C(C=C2)Cl)CC2=CC=C(C=C2)OCC)[C@@H](C)O (1R)-1-[(1R,2S,3S,4R,5S)-2,3,4-tribenzyloxy-5-[4-chloro-3-[(4-ethoxyphenyl)methyl]phenyl]-6,8-dioxabicyclo[3.2.1]octan-1-yl]ethanol